2-{3-[(2-bromo-3-fluorophenyl)methoxy]propoxy}oxane BrC1=C(C=CC=C1F)COCCCOC1OCCCC1